i-heptane CCCCC(C)C